O[C@H](COC=1C=C(C=CC1)S(=O)(=O)NC)CNC1COC2(C1)CCN(CC2)S(=O)(=O)C=2SC=C(C2)S(=O)(=O)C2=CC=CC=C2 3-((2S)-2-hydroxy-3-(8-(4-(benzenesulfonyl)thiophen-2-ylsulfonyl)-1-oxa-8-azaspiro[4.5]dec-3-ylamino)propoxy)-N-methylbenzenesulfonamide